NCC1=CC=C(C=C1)NC(=O)C1=CC2=C(OCCC3=C2SC=C3)C=C1C=1C(=NC(=CC1)C(N[C@@H]1CC[C@H](CC1)O)=O)C(=O)O 3-(9-((4-(aminomethyl)phenyl)carbamoyl)-4,5-dihydrobenzo[b]thieno[2,3-d]oxepin-8-yl)-6-((trans-4-hydroxycyclohexyl)carbamoyl)picolinic acid